N-(3-(5-chloro-1H-indol-3-yl)propyl)-4-((3-(piperidin-1-yl)propyl)amino)benzenesulfonamide tert-butyl-4-[3-(2,6-dioxo-3-piperidyl)-2-oxo-1,3-benzoxazol-6-yl]piperazine-1-carboxylate C(C)(C)(C)OC(=O)N1CCN(CC1)C1=CC2=C(N(C(O2)=O)C2C(NC(CC2)=O)=O)C=C1.ClC=1C=C2C(=CNC2=CC1)CCCNS(=O)(=O)C1=CC=C(C=C1)NCCCN1CCCCC1